[K].N1(CCN(CC1)C(=S)S)C(=S)S piperazine-N,N'-bisdithiocarboxylic acid potassium